BrC1=CC=C(C=C1)N1CC2(C1)CN(C2)C[C@H](COC2N(C(C1=CC=CC=C21)=O)C2CCC(NC2=O)=O)O 5-[(2R)-3-[2-(4-bromophenyl)-2,6-diazaspiro[3.3]heptan-6-yl]-2-hydroxy-propoxyl-1-oxo-isoindolin-2-yl]piperidine-2,6-dione